(3S,6S,9aR)-3,6-diisobutyl-2-methylhexahydro-4H-pyrazino[1,2-a]pyrazine-4,7(6H)-dione C(C(C)C)[C@@H]1N(C[C@@H]2N(C1=O)[C@H](C(NC2)=O)CC(C)C)C